(R)-3-((4-chloro-5,5-dimethyl-6,7-dihydro-5H-cyclopenta[d]pyridazin-1-yl)amino)piperidine-1-carboxylic acid tert-butyl ester C(C)(C)(C)OC(=O)N1C[C@@H](CCC1)NC1=NN=C(C2=C1CCC2(C)C)Cl